2-(3-fluorophenyl)-3H-imidazo[4,5-c]pyridine FC=1C=C(C=CC1)C1=NC2=C(C=NC=C2)N1